CN[C@@H]([C@@H](C)CC)C(=O)O L-N-Methylisoleucine